1,2-di-fluorobenzene FC1=C(C=CC=C1)F